2-ethyl-6-chloro-9-acryloyloxy-10-phenoxy-1,4-dihydro-1,4-methanoanthracene C(C)C=1C2C3=C(C4=CC=C(C=C4C(=C3C(C1)C2)OC2=CC=CC=C2)Cl)OC(C=C)=O